(1r,4r)-4-(5-((1-Cyclopropyl-2-oxo-1,2-dihydropyridin-3-yl)carbamoyl)-6-methoxy-2H-indazol-2-yl)cyclohexane-1-carboxylic acid C1(CC1)N1C(C(=CC=C1)NC(=O)C1=CC2=CN(N=C2C=C1OC)C1CCC(CC1)C(=O)O)=O